OCC1CCC(OC1)CN1CCN(CC1)C(=O)OCC1=CC=CC=C1 Benzyl 4-[[5-(hydroxymethyl)tetrahydropyran-2-yl]methyl]piperazine-1-carboxylate